F[C@H]1CN(CC[C@H]1NC1=C2C=C(N(C2=CC=C1)CC(F)(F)F)C1=NOC(=N1)CNC(=O)C1=CSC(=C1)CN1CCOCC1)C N-{[3-(4-{[(3S,4R)-3-fluoro-1-methylpiperidin-4-yl]amino}-1-(2,2,2-trifluoroethyl)-1H-indol-2-yl)-1,2,4-oxadiazol-5-yl]methyl}-5-[(morpholin-4-yl)methyl]thiophene-3-carboxamide